FC=1C=C(C=CC1)C1(CNC1)O 3-(3-fluorophenyl)azetidin-3-ol